(2R,3S)-2-[4-(cyclopentylamino)phenyl]-1-(2,4-dimethylphenyl)sulfonyl-N-[4-methyl-3-(trifluoromethyl)phenyl]piperidine-3-carboxamide C1(CCCC1)NC1=CC=C(C=C1)[C@@H]1N(CCC[C@@H]1C(=O)NC1=CC(=C(C=C1)C)C(F)(F)F)S(=O)(=O)C1=C(C=C(C=C1)C)C